CN1CCN(CC1)C1=CC=CC=C1 4-methyl-N-phenylpiperazin